(1S,5S)-N-(4-(1-(2,2-difluoroethyl)-3-phenyl-1H-pyrazol-4-yl)-7-methoxypyrido[3,2-d]pyrimidin-6-yl)-3-methyl-3-azabicyclo[3.1.0]hexane-1-carboxamide FC(CN1N=C(C(=C1)C=1C2=C(N=CN1)C=C(C(=N2)NC(=O)[C@@]21CN(C[C@H]1C2)C)OC)C2=CC=CC=C2)F